COC1=C(C(=O)O)C=C(C=C1)OC methoxy-5-methoxybenzoic acid